C(C=C)(=O)OCCCC[N+](CC)(C)C acryloyloxybutyl-dimethyl-ethylammonium